C1(CC1)C1=C(C(=C(C=C1)C1(CC1)C(=O)O)OC)F 1-(4-cyclopropyl-3-fluoro-2-methoxyphenyl)cyclopropane-1-carboxylic acid